Glucosyl-12,13-dihydro-2,10-dihydroxy-6-[[2-hydroxy-1-(hydroxymethyl)ethyl]Amino]-5H-indolo[2,3-a]pyrrolo[3,4-c]carbazole-5,7(6H)-dione C1([C@H](O)[C@@H](O)[C@H](O)[C@H](O1)CO)C1=C(C=CC2=C1NC1=C2C2=C(C=3C4=CC=C(C=C4NC13)O)C(N(C2=O)NC(CO)CO)=O)O